CN1N=CC(=C1C)[C@H]1CN([C@H](C2=CC=CC=C12)C)C(=O)O.CN1N=CC(=C1C)[C@H]1CN[C@H](C2=CC=CC=C12)C |r| rac-(1S,4S)-4-(1,5-dimethylpyrazol-4-yl)-1-methyl-1,2,3,4-tetrahydroisoquinoline rac-(1S,4S)-4-(1,5-dimethylpyrazol-4-yl)-1-methyl-3,4-dihydro-1H-isoquinoline-2-carboxylate